CC(C)(CO)O The molecule is a glycol that is 2-methylpropane in which the two hydroxy groups are located at positions 1 and 2.. It has a role as a mouse metabolite, a rat metabolite, a human urinary metabolite, a human xenobiotic metabolite and a bacterial xenobiotic metabolite. It is a primary alcohol, a glycol and a tertiary alcohol. It derives from a hydride of an isobutane.